BrC=1C=C2C(C=C(OC2=CC1)[C@H]1OCCC1)=O (S)-6-bromo-2-((S)-tetrahydrofuran-2-yl)chromen-4-one